di(2-ethylhexanoic acid) manganese (III) [Mn+3].C(C)C(C(=O)O)CCCC.C(C)C(C(=O)O)CCCC